4-(((4,5,6,7-tetrachloro-2'-hexyl-6'-(methyl(phenyl)amino)-3-oxo-3H-spiro[isobenzofuran-1,9'-xanthen]-3'-yl)oxy)methyl)-5-thia-1-azabicyclo[4.2.0]oct-2-ene-2-carboxylic acid ClC1=C2C(OC3(C4=CC=C(C=C4OC=4C=C(C(=CC34)CCCCCC)OCC3C=C(N4CCC4S3)C(=O)O)N(C3=CC=CC=C3)C)C2=C(C(=C1Cl)Cl)Cl)=O